3-(3-chloro-4-fluorophenyl)-1-methyl-1-(1-(1-((1-trityl-1H-1,2,4-triazol-3-yl)methoxy)isoquinolin-4-yl)ethyl)urea ClC=1C=C(C=CC1F)NC(N(C(C)C1=CN=C(C2=CC=CC=C12)OCC1=NN(C=N1)C(C1=CC=CC=C1)(C1=CC=CC=C1)C1=CC=CC=C1)C)=O